FC(C=1C=C(C=C(C1)C(F)(F)F)C(C(=O)NC)(C)C)(F)F 2-(3,5-bis(trifluoromethyl)phenyl)-N,2-dimethylpropionamide